Methyl-2-(difluoromethylene)tetrahydro-1H-pyrrolizine CC1C(CN2CCCC12)=C(F)F